(1-methyl-3-(pyridin-2-yl)-1H-pyrazol-4-yl)-6-(1H-pyrazol-4-yl)pyrazine-2-carboxamide CN1N=C(C(=C1)C=1C(=NC(=CN1)C=1C=NNC1)C(=O)N)C1=NC=CC=C1